1-{3-[5-({[4-(Aminomethyl)phenyl]methyl}sulfanyl)-1-(2-methoxybenzoyl)-4-methyl-1H-pyrazol-3-yl]-4-(trifluoromethyl)piperidin-1-yl}-2,2-dimethylpropan-1-on NCC1=CC=C(C=C1)CSC1=C(C(=NN1C(C1=C(C=CC=C1)OC)=O)C1CN(CCC1C(F)(F)F)C(C(C)(C)C)=O)C